C(C)(=O)C=1C=C(C=CC1)NC(NC=1C=C2C(N(C=NC2=CC1)CC(=O)NC1=CC=C(C=C1)F)=O)=O 2-(6-(3-(3-acetylphenyl)ureido)-4-oxoquinazolin-3(4H)-yl)-N-(4-fluorophenyl)acetamide